C(CCC)C1(CS(C2=C(N(C1)C1=CC=CC=C1)C=CC(=C2)OCC(=O)O)(=O)=O)CC 2-((3-butyl-3-ethyl-5-phenyl-1,1-dioxido-2,3,4,5-tetrahydro-1,5-benzothiazepin-8-yl)oxy)acetic acid